CCCCCCCCCCCCCCCCCC(=O)O[C@H](CO/C=C\CCCCCCCCCCCCCC)COP(=O)(O)OC[C@H](CO)O 1-(1Z-hexadecenyl)-2-octadecanoyl-glycero-3-phospho-(1'-sn-glycerol)